perbromophthalic anhydride BrC1=C2C(C(=O)OC2=O)=C(C(=C1Br)Br)Br